S1[As](SCC1)C1=CC=C(C=C1)N(C(=O)C1=NOC(=C1)CC1=CC=CC=C1)CC1CCN(CC1)CC N-(4-(1,3,2-dithiarsolan-2-yl)phenyl)-5-benzyl-N-((1-ethylpiperidin-4-yl)methyl)isoxazole-3-carboxamide